(1S,3S)-3-((6-(5-(((((1-(2-fluoro-ethyl)cyclopropyl)methoxy)carbonyl)amino)methyl)-1-methyl-1H-1,2,3-triazol-4-yl)-2-methylpyridin-3-yl)oxy)cyclohexane-1-carboxylic acid FCCC1(CC1)COC(=O)NCC1=C(N=NN1C)C1=CC=C(C(=N1)C)O[C@@H]1C[C@H](CCC1)C(=O)O